2-(4-(6-((4-chloro-2-fluorobenzyl)oxy)pyridin-2-yl)-3-fluorophenyl)acetamido-3-((oxetan-2-ylmethyl)amino)benzoate ClC1=CC(=C(COC2=CC=CC(=N2)C2=C(C=C(C=C2)CC(=O)NC2=C(C(=O)[O-])C=CC=C2NCC2OCC2)F)C=C1)F